COC=1C=NC=NC1OCC(F)(F)F 5-methoxy-6-(2,2,2-trifluoroethoxy)pyrimidin